C(C)(=O)SCC(CCCC(C(=O)OC(C)(C)C)(C)C1=NC(=CN=C1)Cl)(C)C tert-butyl 7-(acetylthio)-2-(6-chloropyrazin-2-yl)-2,6,6-trimethylheptanoate